((2-fluoro-6-formyl-4-(3-(4-(pyrrolidin-1-yl)phenyl)-1,2,4-thiadiazol-5-yl)phenoxy)carbonyl)-L-leucine FC1=C(OC(=O)N[C@@H](CC(C)C)C(=O)O)C(=CC(=C1)C1=NC(=NS1)C1=CC=C(C=C1)N1CCCC1)C=O